CC(=C)C1=CC=C(C=C1)S(=O)(=O)[O-].C(C)[N+]1=CN(C=C1)C 3-ethyl-1-methyl-1H-imidazolium 4-(1-methylvinyl)benzenesulfonate